[Bi+3].C(C)C(C(=O)[O-])CCCC.C(C)C(C(=O)[O-])CCCC.C(C)C(C(=O)[O-])CCCC tris(2-ethylhexanoate) Bismuth